(±)-3-(2-(trifluoromethyl)phenoxy)pyrrolidine FC(C1=C(O[C@H]2CNCC2)C=CC=C1)(F)F |r|